C[N+](C)(CCC)[O-] N,N-dimethyl-propylamine oxide